FC(F)(F)N1CC2N(C3=C(N(C2=O)C(F)(F)F)C=CC=N3)CC1 bis(trifluoromethyl)-7,8,9,10-tetrahydro-5H-pyrazino[1,2-a]pyrido[3,2-e]pyrazin-6(6aH)-one